CO[C@@H]1[C@@](CC1)(O)C1=CC=2C(=NC(=CC2)C2=CC=3C(N=C2)=NN(C3)C)S1 (1R,2S)-2-methoxy-1-(6-(2-methyl-2H-pyrazolo[3,4-b]pyridin-5-yl)thieno[2,3-b]pyridin-2-yl)cyclobutanol